[7-oxo-3-(2-oxo-thiazol-3-yl)-1,6-diaza-bicyclo[3.2.1]oct-3-en-6-yl]-sulfat O=C1N(C2C=C(CN1C2)N2C(SC=C2)=O)OS(=O)(=O)[O-]